BrC1=CC=C(C=C1)N1C(C2=CC=CC=C2C1)=O 2-(4-bromophenyl)isoindolin-1-one